S-(2-((tert-butoxycarbonyl)amino)ethyl) ethanethioate C(C)(SCCNC(=O)OC(C)(C)C)=O